CC1=C2N(C(C(=C1)NC1=CC(=NC=N1)NC(=O)C1CC1)=O)C1(NC2=O)CC(CCC1)=O N-(6-((8'-methyl-1',3,5'-trioxo-1',5'-dihydro-2'H-spiro[cyclohexane-1,3'-imidazo[1,5-a]pyridin]-6'-yl)amino)pyrimidin-4-yl)cyclopropanecarboxamide